4,4'-thiobis[5-cyclohexyloxy-3-bromo-2(5H)furanone] S(C1=C(C(OC1OC1CCCCC1)=O)Br)C1=C(C(OC1OC1CCCCC1)=O)Br